N-(2-(3,3-difluoropyrrolidin-1-yl)-4-(thiazol-2-yl)pyridin-3-yl)-2-isopropylpyrimidine-5-carboxamide FC1(CN(CC1)C1=NC=CC(=C1NC(=O)C=1C=NC(=NC1)C(C)C)C=1SC=CN1)F